(3-(2-bromo-6-chloro-4-(methoxymethoxy)phenyl)propoxy)(tert-butyl)dimethylsilane BrC1=C(C(=CC(=C1)OCOC)Cl)CCCO[Si](C)(C)C(C)(C)C